(R)-7-cyclobutyl-6-(difluoromethyl)-N-(1,1-dioxido-2,3-dihydrothiophen-3-yl)-2-methoxyquinoline-3-carboxamide C1(CCC1)C1=C(C=C2C=C(C(=NC2=C1)OC)C(=O)N[C@H]1CS(C=C1)(=O)=O)C(F)F